NC1=CC(=C(C=C1)O)Cl 4-Amino-2-chlorophenol